2-methylcyclopentenol CC1=C(CCC1)O